(2S)-2-amino-4-methylsulfonyl-butyric acid N[C@H](C(=O)O)CCS(=O)(=O)C